Cl.Cl.FC1=C(C=CC=C1)N1C(=NN=C1C=1SC=CN1)C12CC(C1)(C2)N 3-(4-(2-fluorophenyl)-5-(thiazol-2-yl)-4H-1,2,4-triazol-3-yl)bicyclo[1.1.1]Pentane-1-amine dihydrochloride